triacetyl-N4-allylcytidine C(C)(=O)[C@@]1([C@]([C@@](O[C@@H]1CO)(N1C(=O)N=C(NCC=C)C=C1)C(C)=O)(O)C(C)=O)O